5-(((3R,4R)-4-(4-amino-3-(4-phenoxyphenyl)-1H-pyrazolo[3,4-d]pyrimidin-1-yl)-3-fluoropiperidin-1-yl)methyl)-2-(2,6-dioxopiperidin-3-yl)-4-fluoroisoindoline-1,3-dione NC1=C2C(=NC=N1)N(N=C2C2=CC=C(C=C2)OC2=CC=CC=C2)[C@H]2[C@@H](CN(CC2)CC=2C(=C1C(N(C(C1=CC2)=O)C2C(NC(CC2)=O)=O)=O)F)F